COC1=CC=C2C(=C(C=NC2=C1)C=O)C=1C=NC(=NC1)C(F)(F)F 7-Methoxy-4-(2-(trifluoromethyl)pyrimidin-5-yl)quinoline-3-carbaldehyde